2-(((1R)-1-(3-(3-azabicyclo[3.1.0]-hexan-3-yl)-2-cyano-7-methylquinoxalin-5-yl)ethyl)amino)benzoic acid C12CN(CC2C1)C=1C(=NC2=CC(=CC(=C2N1)[C@@H](C)NC1=C(C(=O)O)C=CC=C1)C)C#N